N1=C(C=NC=C1)[C@@H]1CCC2=NN(C(N21)=O)C2CC(C2)C2=CC(=CC=C2)N2N=CC=C2C(F)(F)F (S)-5-(pyrazin-2-yl)-2-((1R,3S)-3-(3-(5-(trifluoromethyl)-1H-pyrazol-1-yl)phenyl)cyclobutyl)-2,5,6,7-tetrahydro-3H-pyrrolo[2,1-c][1,2,4]triazol-3-one